CC1=CC=C2C(=N1)N=C(O2)N2CCN(CC2)C(=O)C=2C=CC(=C(C#N)C2)C2=NN(N=C2)CC(C)(C)C 5-(4-(5-methyloxazolo[4,5-b]pyridin-2-yl)piperazine-1-carbonyl)-2-(2-neopentyl-2H-1,2,3-triazol-4-yl)benzonitrile